NC1=CC=C(C(=N1)C1=C(C=2N=C(N=CC2C=N1)OC[C@]12CCCN2C[C@@H](C1)F)F)C(F)(F)F 7-(6-amino-3-(trifluoromethyl)pyridin-2-yl)-8-fluoro-2-(((2R,7aS)-2-fluorotetrahydro-1H-pyrrolizin-7a(5H)-yl)methoxy)pyrido[4,3-d]pyrimidin